diacetyldianhydrogalactitoL CC(=O)OC(C1CO1)C(C2CO2)OC(=O)C